FC1=C(C=C(C(=O)O)C=C1)N1C(N(C2=C(C1=O)C(=C(S2)C=2OC=CN2)C)CC(OC2CCOCC2)C2=C(C=CC=C2)OC)=O 4-fluoro-3-(1-(2-(2-methoxyphenyl)-2-((tetrahydro-2H-pyran-4-yl)oxy)ethyl)-5-methyl-6-(oxazol-2-yl)-2,4-dioxo-1,4-dihydrothieno[2,3-d]pyrimidin-3(2H)-yl)benzoic acid